C(C)OP(O)(=O)CC1CCN(CC1)C=1C2=C(N=CN1)C(=CN2)C(NC)=O ethoxy([1-[7-(methylcarbamoyl)-5H-pyrrolo[3,2-d]pyrimidin-4-yl]-piperidin-4-yl]methyl)phosphinic acid